NC1=C(C2=C(N=C(N=C2Cl)C)N1C1=C(C(=CC=C1C)OCC1=CC=CC=C1)C)C(=O)OC methyl 6-amino-7-(3-(benzyloxy)-2,6-dimethylphenyl)-4-chloro-2-methyl-7H-pyrrolo[2,3-d]pyrimidine-5-carboxylate